4-((1S,2S)-2-(difluoromethyl)cyclopropyl)-6-(2,4-Dimethoxypyrimidin-5-yl)-1-methyl-1H-pyrazolo[3,4-b]pyridine FC([C@@H]1[C@H](C1)C1=C2C(=NC(=C1)C=1C(=NC(=NC1)OC)OC)N(N=C2)C)F